ClC=1C=C2C(C(=CN(C2=CC1F)C1=NC=CN=C1)C(=O)OCC)=O ethyl 6-chloro-7-fluoro-4-oxo-1-(pyrazin-2-yl)-1,4-dihydroquinoline-3-carboxylate